N1(CCCC1)CCCOC1COC2=C(O1)C=C(C=C2)N (3-pyrrolidin-1-ylpropoxy)-2,3-dihydro-1,4-benzodioxin-7-amine